6-ethoxy-2-methylpyrimido[5,4-d]pyrimidin-4-amine C(C)OC=1N=CC=2N=C(N=C(C2N1)N)C